C[C@@]12C[C@H](N([C@H]2C1)C(CNC(C1=CC=C(C=C1)OC1=CC=CC=C1)=O)=O)C(=O)NCC=1SC=C(C1)/C(/N)=N/S(=O)(=O)C (1S,3S,5S)-5-methyl-N-((4-((Z)-N'-(methylsulfonyl)carbamimidoyl)-thiophen-2-yl)methyl)-2-((4-phenoxybenzoyl)glycyl)-2-azabicyclo[3.1.0]hexane-3-carboxamide